ClC1=C(CNC(=O)C=2N=CN(C2)C2=NC(=NC=C2C)N[C@@H]2COCC2)C=CC=C1C(F)(F)F (S)-N-(2-chloro-3-(trifluoromethyl)benzyl)-1-(5-meth-yl-2-((tetrahydro-furan-3-yl)amino)-pyrimidin-4-yl)-1H-imidazole-4-carboxamide